(S)-N-(2-Chlorophenyl)-5-fluoro-4-(5-(2-hydroxypropan-2-yl)-1-methyl-1H-1,2,4-triazol-3-yl)-2-((1,1,1-trifluoropropan-2-yl)oxy)benzamide ClC1=C(C=CC=C1)NC(C1=C(C=C(C(=C1)F)C1=NN(C(=N1)C(C)(C)O)C)O[C@H](C(F)(F)F)C)=O